C(C=C)(=O)OC1=C(C=C(C=C1CC1=C(C(=CC(=C1)C)C(C)(C)C)O)C)C(C)(C)C 2-t-Butyl-6-(3'-t-Butyl-5'-Methyl-2'-Hydroxybenzyl)-4-Methylphenyl acrylate